ClC=1N=C2OC[C@@H]3[C@@H]4CC[C@H](CN3C=3N=C(N=C(C1F)C32)SC)N4C(=O)OC(C)(C)C tert-butyl (4R,7S,8S)-13-chloro-14-fluoro-17-methylsulfanyl-10-oxa-2,12,16,18,20-pentazapentacyclo[9.7.1.14,7.02,8.015,19]icosa-1(19),11,13,15,17-pentaene-20-carboxylate